(S,S)-2-{1-Carboxy-2-[3-(3,5-dichloro-benzyl)-3H-imidazol-4-yl]-ethylamino}-4-methyl-pentanoic acid C(=O)(O)[C@H](CC=1N(C=NC1)CC1=CC(=CC(=C1)Cl)Cl)N[C@H](C(=O)O)CC(C)C